perhydro-2,5-dimethylindole CC1NC2CCC(CC2C1)C